(R)-N-(4-(chlorodifluoromethoxy)phenyl)-6-(3-hydroxypyrrolidin-1-yl)-5-((6-(trifluoromethyl)pyridin-3-yl)amino)nicotinamide ClC(OC1=CC=C(C=C1)NC(C1=CN=C(C(=C1)NC=1C=NC(=CC1)C(F)(F)F)N1C[C@@H](CC1)O)=O)(F)F